6-bromo-8-[(4-bromo-5-fluoro-2-methylphenyl)methyl]imidazo[1,2-a]pyrazine BrC=1N=C(C=2N(C1)C=CN2)CC2=C(C=C(C(=C2)F)Br)C